1-(4-(3-(1-((5-(5-(difluoromethyl)-1,3,4-oxadiazol-2-yl)pyridin-2-yl)methyl)-1H-1,2,3-triazol-4-yl)phenyl)piperazin-1-yl)ethan-1-one FC(C1=NN=C(O1)C=1C=CC(=NC1)CN1N=NC(=C1)C=1C=C(C=CC1)N1CCN(CC1)C(C)=O)F